ClC1=C(C(=CC(=C1)OC(F)(F)F)Cl)NC1=CC=C(C=C1)CC(=O)NCCO 2-[4-(2,6-dichloro-4-trifluoromethoxy-phenylamino)-phenyl]-N-(2-hydroxy-ethyl)-acetamide